1-methylcyclohexyl-p-hydroxystyrene CC1(CCCCC1)C=CC1=CC=C(C=C1)O